oxo[(2,4,6-trimethylphenyl)amino]acetic acid O=C(C(=O)O)NC1=C(C=C(C=C1C)C)C